1-Methyl-4-n-pentanoyl-1,2,4-triazole bromide [Br-].CN1N=CN(C1)C(CCCC)=O